C(=CC)N1C[C@@H](CCC1)C=1N=C(N2C(=NC=CC21)N)C2=CC=C(C(=O)NC1=NC=CC=C1)C=C2 (R)-4-(1-(1-propenylpiperidin-3-yl)-5-aminoimidazo[1,5-c]pyrimidin-3-yl)-N-(pyridin-2-yl)benzamide